N(C(=N)N)CC1=CC=C(C=C1)NC(=O)C12CCC(CC1)(CC2)C(=O)NC2=CC=C(C=C2)C=2CCN(CC2)C(N)=N bicyclo[2.2.2]octane-1,4-dicarboxylic acid [4-(1-carbamimidoyl-1,2,3,6-tetrahydro-pyridin-4-yl)-phenyl]-amide (4-guanidinomethyl-phenyl)-amide